ClC=1C=2N(C=C(C1)C=1N=C3N(C(C1)=O)C=C(C=C3)N3CCN(CC3)CC)C=C(N2)C 2-(8-chloro-2-methylimidazo[1,2-a]pyridin-6-yl)-7-(4-ethylpiperazin-1-yl)-4H-pyrido[1,2-a]pyrimidin-4-one